4,4'-ethylene-bis-(2-methyl-6-tert-butylphenol) C(CC1=CC(=C(C(=C1)C(C)(C)C)O)C)C1=CC(=C(C(=C1)C(C)(C)C)O)C